4-hydroxybutyryl phosphate P(=O)(OC(CCCO)=O)([O-])[O-]